2-(2-(3,3-difluoropiperidin-1-yl)-6-methylpyridin-4-yl)-5-(4-iodo-2-(6-azaspiro[2.5]oct-6-yl)phenyl)-1,3,4-thiadiazole FC1(CN(CCC1)C1=NC(=CC(=C1)C=1SC(=NN1)C1=C(C=C(C=C1)I)N1CCC2(CC2)CC1)C)F